gallium manganate [Mn](=O)(=O)([O-])[O-].[Ga+3].[Mn](=O)(=O)([O-])[O-].[Mn](=O)(=O)([O-])[O-].[Ga+3]